C(C)N1CCC(CC1)C1=CC=C(C=C1)C=1C=C2C(NC=NC2=CC1)=O 6-[4-(1-ethyl-4-piperidyl)phenyl]quinazolin-4-one